C1=C(C=CC=2C3=CC=CC=C3CC12)NC1=NC(=NC2=CC=C(C=C12)NC(C1=CC(=C(C(=C1)OC)OC)OC)=O)C1=CC2=CC=CC=C2C=C1 N-(4-((9H-Fluoren-2-yl)amino)-2-(naphthalen-2-yl)quinazolin-6-yl)-3,4,5-trimethoxybenzamide